4-((S)-2-(dimethylamino)-3-((S)-3-(2-methylthiazol-5-yl)-3-(1-(trifluoromethyl)cyclopropyl)propanamido)propyl)-2-fluoro-3-methylbenzamide CN([C@@H](CC1=C(C(=C(C(=O)N)C=C1)F)C)CNC(C[C@@H](C1(CC1)C(F)(F)F)C1=CN=C(S1)C)=O)C